3-(ethoxydimethylsilyl)propan-1-amine C(C)O[Si](CCCN)(C)C